N-benzyl-3-(8-((3R,5S)-3,5-dimethylpiperazin-1-yl)-1,5-naphthyridin-2-yl)benzenesulfonamide C(C1=CC=CC=C1)NS(=O)(=O)C1=CC(=CC=C1)C1=NC2=C(C=CN=C2C=C1)N1C[C@H](N[C@H](C1)C)C